(N-Boc)-valine C(=O)(OC(C)(C)C)N[C@@H](C(C)C)C(=O)O